(E)-4-methyl-7-((difluoromethoxy)sulfonyl)vinyl-coumarin CC1=CC(OC2=CC(=CC=C12)\C=C\S(=O)(=O)OC(F)F)=O